FC1(CCC(CC1)C#CC(C[C@@H]1[C@@H]([C@H]([C@H]2OC(OC[C@H]2O1)(C)C)N1N=NC(=C1)C1=CC(=C(C(=C1)F)F)F)OC)O)F 4-(4,4-Difluorocyclohexyl)-1-((4aR,6R,7R,8R,8aR)-7-methoxy-2,2-dimethyl-8-(4-(3,4,5-trifluorophenyl)-1H-1,2,3-triazol-1-yl)hexahydropyrano[3,2-d][1,3]dioxin-6-yl)but-3-yn-2-ol